3-(2-Naphthyl)-alanine C1=C(C=CC2=CC=CC=C12)C[C@H](N)C(=O)O